C(C)(C)C1=C(NC2=CC=C(C=C12)OC1CCN(CC1)CCCC(F)(F)F)C=1C=C(C(N(C1)C)=O)C 5-(3-Isopropyl-5-((1-(4,4,4-trifluorobutyl)piperidin-4-yl)oxy)-1H-indol-2-yl)-1,3-dimethylpyridin-2(1H)-on